(S)-6-fluoro-1'-(3-(1-phenylcyclopropyl)-1H-pyrazolo[3,4-b]pyrazin-6-yl)-1,3-dihydrospiro[indene-2,4'-piperidine]-1-amine FC1=CC=C2CC3(CCN(CC3)C3=CN=C4C(=N3)NN=C4C4(CC4)C4=CC=CC=C4)[C@@H](C2=C1)N